(2-cyanoethyl (2,2-dioxido-1,2-oxathiolan-5-yl)methyl) sulfite S(=O)(OC(C1CCS(O1)(=O)=O)CCC#N)[O-]